C1(CCCCC1)[C@@H](C(=O)NC=1C=C2CC(CC2=CC1)(C(NC)=O)N1C(N[C@@H](C1)C1CCCCC1)=O)NC(=O)C1=CC=NN1C N-((1S)-1-cyclohexyl-2-((2-((R)-4-cyclohexyl-2-oxoimidazolidin-1-yl)-2-(methylcarbamoyl)-2,3-dihydro-1H-inden-5-yl)amino)-2-oxoethyl)-1-methyl-1H-pyrazole-5-carboxamide